nickel-cobalt carbonate hydroxide [OH-].C([O-])([O-])=O.[Co+2].[Ni+2]